racemic-Boc-proline C(=O)(OC(C)(C)C)N1[C@@H](CCC1)C(=O)O |r|